(S)-N-(1-(4-(hydroxymethyl)-7-(4-(trifluoromethoxy)phenyl)-2,3-dihydrobenzofuran-5-yl)ethyl)acrylamide OCC1=C(C=C(C2=C1CCO2)C2=CC=C(C=C2)OC(F)(F)F)[C@H](C)NC(C=C)=O